O1CCC(CC1)C(=O)O Tetrahydro-pyran-4-carboxylic acid